O[C@@H](C=O)[C@H]([C@H]([C@H]([C@@H](CO)O)O)O)O (2R,3S,4S,5S,6R)-2,3,4,5,6,7-hexahydroxyheptanal